1-(2,4-dichlorophenyl)-5-methylsulfonyl-4-oxo-cinnoline-3-carboxylic acid ClC1=C(C=CC(=C1)Cl)N1N=C(C(C2=C(C=CC=C12)S(=O)(=O)C)=O)C(=O)O